C(=O)OC(CCC1C(CCC2C(CCCC12C)(C)C)=C)C [3-(5,5,8a-trimethyl-2-methylene-decalin-1-yl)-1-methyl-propyl] formate